O=C1NC(CC[C@@H]1N1C(C2=CC=CC(=C2C1=O)NCC(=O)N1CCC(CC1)CN1CCN(CC1)C1=CC=C(CNC2=C3N=CN(C3=NC=N2)C2CC(C2)NC(C)=O)C=C1)=O)=O N-((1s,3s)-3-(6-((4-(4-((1-((2-(2,6-dioxopiperidin-3-yl)-1,3-dioxoisoindolin-4-yl)glycyl)piperidin-4-yl)methyl)piperazin-1-yl)benzyl)amino)-9H-purin-9-yl)cyclobutyl)acetamide